NC1CCC(CC1)NC1=NC2=C(C=C(C=C2C=N1)C1=CC(=C(N=N1)NS(=O)(=O)C1=C(C=CC=C1)Cl)OC)CC N-(6-(2-(((1r,4r)-4-aminocyclohexyl)amino)-8-ethylquinazolin-6-yl)-4-methoxypyridazin-3-yl)-2-chlorobenzenesulfonamide